(1S,3S)-3-((2-(5-Chloro-3-(((methyl(propyl)carbamoyl)oxy)methyl)thiophen-2-yl)-4-methyl Pyrimidine-5-yl)oxy)cyclohexane-1-carboxylate ClC1=CC(=C(S1)C1=NC=C(C(=N1)C)O[C@@H]1C[C@H](CCC1)C(=O)[O-])COC(N(CCC)C)=O